BrC=1C=C2C=NN(C(C2=CC1)=O)C1=NC=CC=C1 6-bromo-2-(pyridin-2-yl)phthalazin-1(2H)-one